N-((3-chloropyrazin-2-yl)methyl)-3-oxocyclohexane-1-carboxamide ClC=1C(=NC=CN1)CNC(=O)C1CC(CCC1)=O